7-bromo-9-fluoro-4,4-dimethyl-3,4-dihydro-1H-benzo[4,5]imidazo[2,1-c][1,4]oxazine BrC1=CC2=C(N=C3COCC(N32)(C)C)C(=C1)F